5-iodo-4-methyl-2,3-dihydro-1H-indol-2-one IC=1C(=C2CC(NC2=CC1)=O)C